ClC1=NC=CC(=C1)/C=C/C(=O)OC1=C(C=C(C=C1)C1NC(NC(=C1C(=O)OCC)C)=S)OC (E)-ethyl 4-(4-(3-(2-chloropyridin-4-yl)acryloyloxy)-3-methoxyphenyl)-6-methyl-2-thioxo-1,2,3,4-tetrahydropyrimidine-5-carboxylate